CC(C(=O)O)(CCCCCCCCCCCCCCCC(=O)O)C dimethyl-octadecanedioic acid